(S)-2-(4-(6-((4-chloro-2-fluorobenzyl)oxy)-5-fluoropyridin-2-yl)-2-fluorobenzyl)-1-(4,4-dimethyltetrahydrofuran-3-yl)-1H-benzo[d]imidazole-6-carboxylic acid ClC1=CC(=C(COC2=C(C=CC(=N2)C2=CC(=C(CC3=NC4=C(N3[C@@H]3COCC3(C)C)C=C(C=C4)C(=O)O)C=C2)F)F)C=C1)F